(E)-N-(4-ethoxy-2-(3-(4-(1-ethoxyethoxy)phenyl)acryloyl)-5-methoxyphenethyl)acetamide C(C)OC1=CC(=C(CCNC(C)=O)C=C1OC)C(\C=C\C1=CC=C(C=C1)OC(C)OCC)=O